O[C@@H]1[C@@H](CO[C@@H]([C@@H]1O)CO)NS(=O)C(F)(F)F ((3R,4R,5R,6R)-4,5-dihydroxy-6-(hydroxymethyl)tetrahydro-2H-pyran-3-yl)-1,1,1-trifluoromethanesulfinamide